5-[(1S,4S,5R)-5-{[5-cyclopropyl-3-(2,6-dichlorophenyl)-1,2-oxazol-4-yl]methoxy}-2-azabicyclo[2.2.1]heptan-2-yl]-2,3-dihydro-1H-isoindol-1-one C1(CC1)C1=C(C(=NO1)C1=C(C=CC=C1Cl)Cl)CO[C@H]1[C@@H]2CN([C@H](C1)C2)C=2C=C1CNC(C1=CC2)=O